N1(N=CC=C1)CC1=NC=2C(=NC(=CC2N2CCOCC2)N2N=C(C=C2C(=O)OCC)C=2C=C(C=CC2)C)N1CC ethyl 1-(2-((1H-pyrazol-1-yl)methyl)-3-ethyl-7-morpholino-3H-imidazo[4,5-b]pyridin-5-yl)-3-(m-tolyl)-1H-pyrazole-5-carboxylate